2-butoxy-7-(4-(1-methylpiperidin-4-yl)benzyl)-5H-pyrrolo[3,2-d]pyrimidin-4-amine C(CCC)OC=1N=C(C2=C(N1)C(=CN2)CC2=CC=C(C=C2)C2CCN(CC2)C)N